N-(4-amino-[1,2,5]oxadiazolo[3,4-c]pyridin-7-yl)-2-((2R,5S)-2-(benzo[d]thiazol-5-yl)-5-methylpiperidin-1-yl)-2-carbonylacetamide NC1=NC=C(C=2C1=NON2)NC(C(=C=O)N2[C@H](CC[C@@H](C2)C)C=2C=CC1=C(N=CS1)C2)=O